(2R)-N-{3-[2-(4-chloro-3-fluorophenoxy)acetamido]bicyclo[1.1.1]pent-1-yl}-4-oxo-3,4-dihydro-2H-1-benzopyran-2-carboxamide ClC1=C(C=C(OCC(=O)NC23CC(C2)(C3)NC(=O)[C@@H]3OC2=C(C(C3)=O)C=CC=C2)C=C1)F